C(CC)N(S(=O)(=O)C1CC1)CC1=CC=C(C=C1)C1=NOC(=N1)C(F)(F)F N-propyl-N-[[4-[5-(trifluoromethyl)-1,2,4-oxadiazol-3-yl]phenyl]methyl]cyclopropanesulfonamide